C(C=C)C1=C(C(=C(C(=C1F)F)F)F)S(=O)(=O)NC1=CC(=C(C=C1)OC)F 2-allyl-3,4,5,6-tetrafluoro-N-(3-fluoro-4-methoxyphenyl)benzenesulfonamide